O=C[C@H](O)[C@@H](O)[C@H](O)[C@H](O)C(=O)O.O1C(=O)C=CC2=CC=CC=C12.O1C(=O)C=CC2=CC=CC=C12 biscoumarin-glucuronic acid